(2S,3R)-N-((S)-1-(4-((allyloxy)methyl)piperidin-1-yl)-3-(4-methoxyphenyl)-1-oxopropan-2-yl)-2-amino-3-methoxy-N-methylbutanamide HCl Cl.C(C=C)OCC1CCN(CC1)C([C@H](CC1=CC=C(C=C1)OC)N(C([C@H]([C@@H](C)OC)N)=O)C)=O